S1CCC12CC(C2)C(=O)O thiaspiro[3.3]heptane-6-carboxylic acid